C(C=C)OC(C1=CC(=C(C=C1)N(/N=C(/C(=O)OC)\C)C)Br)=O.COC(C=C(OC)OC)[SiH3] trimethoxyallyl-silane allyl-(E)-3-bromo-4-(2-(1-methoxy-1-oxoprop-2-ylidene)-1-methylhydrazinyl)benzoate